C(CCC)OC1=CC(=CC=C1)C 4-butoxy-2-methylbenzene